N-(5-(4,4,5,5-tetramethyl-1,3,2-dioxaborolan-2-yl)pyrazolo[1,5-a]pyridin-2-yl)cyclopropanecarboxamide CC1(OB(OC1(C)C)C1=CC=2N(C=C1)N=C(C2)NC(=O)C2CC2)C